C1(CCCCC1)CC1=C(C=CC=C1O)O 2-(Cyclohexylmethyl)benzene-1,3-diol